(3-(4-fluorophenyl)-2-hydroxy-2-methylpropyl)carbamic acid tert-butyl ester C(C)(C)(C)OC(NCC(CC1=CC=C(C=C1)F)(C)O)=O